p-cumylphenol sodium salt [Na].C(C)(C)(C1=CC=CC=C1)C1=CC=C(C=C1)O